O1C=NC=C1C1=CC2=C(NC=N2)C=C1 5-(1,3-oxazol-5-yl)-1H-1,3-benzodiazole